C(C)(C)(C)OC(CC[C@H](C(=O)N[C@H](CCCCNC(=O)OC(C)(C)C)C(=O)OC)NC(CCCC1=CC=C(C=C1)I)=O)=O methyl N2-((R)-5-(tert-butoxy)-2-(4-(4-iodophenyl)butanamido)-5-oxopentanoyl)-N6-(tert-butoxycarbonyl)-D-lysinate